Cl.N[C@@H]1C[C@H](C1)O trans-3-amino-cyclobutanol hydrochloride